C(C=1C(C(=O)OCCCC)=CC=CC1)(=O)OCCCC di-normal butyl phthalate